COC1=NC=CC(=N1)N[C@H](C(=O)O)CCN(CCCCC1=NC=2NCCCC2C=C1)CCOC=1C=NC(=CC1)C (S)-2-((2-methoxypyrimidin-4-yl)amino)-4-((2-((6-methylpyridin-3-yl)oxy)ethyl)(4-(5,6,7,8-tetrahydro-1,8-naphthyridin-2-yl)butyl)amino)butanoic acid